4-[4-(2-aminoethyl)phenyl]-3-(6-cyclopentyloxy-2-methylpyrimidin-4-yl)oxybenzonitrile NCCC1=CC=C(C=C1)C1=C(C=C(C#N)C=C1)OC1=NC(=NC(=C1)OC1CCCC1)C